Acetyl-Farnesyl-Cysteine C(C)(=O)N([C@@H](CS)C(=O)O)CC=C(C)CCC=C(C)CCC=C(C)C